ClC=1C=CC(=NC1)C(C)C1(CCN(CC1)C(=O)OC(C)(C)C)O tert-butyl 4-[1-(5-chloro-2-pyridyl)ethyl]-4-hydroxy-piperidine-1-carboxylate